ClC1=CC(=C(C=C1)[C@@]1(OC2=C(O1)C=CC=C2C2CCN(CC2)CC=2N(C(=C(N2)C(F)(F)F)C=O)C[C@H]2OCC2)C)F 2-((4-((S)-2-(4-chloro-2-fluorophenyl)-2-methylbenzo[d][1,3]dioxol-4-yl)piperidin-1-yl)methyl)-1-(((S)-oxetan-2-yl)methyl)-4-(trifluoromethyl)-1H-imidazole-5-carbaldehyde